ClC1=C(C(=C(C=C1)C1=NN=C(C2=CC=CC=C12)NCC(CO)O)O)F 3-[[4-(4-chloro-3-fluoro-2-hydroxy-phenyl)phthalazin-1-yl]amino]propane-1,2-diol